CN1C2=NC(=NC(=C2N=C1C1=CC=NC=C1)N1CCOCC1)C1=NC(=NC=C1)C=1CCCN(C1)C(=O)OC(C)(C)C tert-butyl 5-(4-(9-methyl-6-morpholino-8-(pyridin-4-yl)-9H-purin-2-yl) pyrimidin-2-yl)-3,4-dihydropyridine-1(2H)-carboxylate